N-{4-[(7S)-3-Anilino-7-ethyl-4-oxo-4,5,6,7-tetrahydro-1H-pyrrolo[3,2-c]pyridin-2-yl]pyridin-2-yl}-2-(4-fluorophenyl)acetamid N(C1=CC=CC=C1)C1=C(NC2=C1C(NC[C@@H]2CC)=O)C2=CC(=NC=C2)NC(CC2=CC=C(C=C2)F)=O